C(C)OC(=O)C=1C(=C2C(=NC1)N(N=C2)C2=CC=CC=C2)N2CCN(CC2)C 4-(4-methylpiperazin-1-yl)-1-phenyl-1H-pyrazolo[3,4-b]pyridine-5-carboxylic acid ethyl ester